Ethyl 4-(1-ethyl-3-(trifluoromethyl)-1H-1,2,4-triazol-5-yl)benzoate C(C)N1N=C(N=C1C1=CC=C(C(=O)OCC)C=C1)C(F)(F)F